N-(5-(1-hydroxy-2-methoxyethyl)-1,2,4-triazin-3-yl)tertiarypentylamide OC(COC)C=1N=C(N=NC1)[N-]C(C)(C)CC